4-(4-(5-(4-bromobutoxy)pyrimidin-2-yl)-piperidin-1-yl)-2-(trifluoromethyl)benzonitrile BrCCCCOC=1C=NC(=NC1)C1CCN(CC1)C1=CC(=C(C#N)C=C1)C(F)(F)F